FC(C1=C(C=CC(=C1)C1=NN(C=N1)C1=NC=C(C=C1)C(F)(F)F)NC(N)=O)(F)F 3-(2-(trifluoromethyl)-4-(1-(5-(trifluoromethyl)pyridin-2-yl)-1H-1,2,4-triazol-3-yl)phenyl)urea